N-(adamantan-1-yl)-4-(3-fluoropyridin-4-yl)-1H-pyrrole-2-carboxamide C12(CC3CC(CC(C1)C3)C2)NC(=O)C=2NC=C(C2)C2=C(C=NC=C2)F